OC(C#CC1=CC2=C(OC[C@@H](C(N2C)=O)NC(C2=NC=CC(=C2)C2=CC=C(C=C2)OC)=O)C=C1)(C)C (S)-N-(7-(3-hydroxy-3-methylbut-1-yn-1-yl)-5-methyl-4-oxo-2,3,4,5-tetrahydrobenzo[b][1,4]oxazepin-3-yl)-4-(4-methoxyphenyl)picolinamide